OCCC1=CC(=NC(=C1)C(F)(F)F)OC1CCNCC1 4-{[4-(2-hydroxyethyl)-6-(trifluoromethyl)pyridin-2-yl]oxy}piperidin